FC=1C=C(C=CC1C)C(=C)C=1SC=CN1 2-(1-(3-fluoro-4-methylphenyl)vinyl)thiazole